NC1=C(C=C(C=C1F)C(=O)C1=CC(=C2C(=CC=CN12)C1=C(C2=C(N(C(=N2)C)C)C=C1C)Cl)C#C[Si](C(C)C)(C(C)C)C(C)C)F (4-amino-3,5-difluorophenyl)(8-(4-chloro-1,2,6-trimethyl-1H-benzo[d]imidazol-5-yl)-1-((triisopropylsilyl)ethynyl)indolizin-3-yl)methanone